C(=C/CCCCCC)/[C@H]1CCC(O1)=O (R)-(Z)-5-(Oct-1-enyl)-oxacyclopentan-2-one